2-(N-azetidinyl-carbonyl)-5-bromophenyl 3-deoxy-3-[4-(3,4,5-trifluorophenyl)-1H-1,2,3-triazol-1-yl]-2-O-methyl-1-thio-α-D-galactopyranoside FC=1C=C(C=C(C1F)F)C=1N=NN(C1)[C@@H]1[C@H]([C@@H](SC2=C(C=CC(=C2)Br)C(=O)N2CCC2)O[C@@H]([C@@H]1O)CO)OC